ClC1=NC(=NC=C1C(C(=O)OCC)(C)C)SC ethyl 2-(4-chloro-2-(methylthio) pyrimidin-5-yl)-2-methylpropanoate